(1-(4-(6-fluoroquinolin-3-yl)pyrimidin-2-yl)piperidin-4-yl)methylamine FC=1C=C2C=C(C=NC2=CC1)C1=NC(=NC=C1)N1CCC(CC1)CN